tetramethoxydivinyl-diphenyltrisiloxane CO[Si](O[Si](O[Si](C=C)(C=C)OC)(C1=CC=CC=C1)C1=CC=CC=C1)(OC)OC